FC(OC1=CC=C(C=C1)N1C(C2=CC=CC=C2[C@@H]([C@H]1C1=CC2=C(OCCO2)C=C1)C(=O)O)=O)F |r| (3S,4S) and (3R,4R)-2-[4-(difluoromethoxy)phenyl]-3-(2,3-dihydro-1,4-benzodioxin-6-yl)-1-oxo-1,2,3,4-tetrahydroisoquinoline-4-carboxylic acid